4-(4-Bromo-1H-pyrazol-1-yl)-1-piperidinecarboxylic acid-1,1-dimethylethyl ester CC(C)(C)OC(=O)N1CCC(CC1)N1N=CC(=C1)Br